C1NCC12CC(C2)CC=2C=C(C(=NC2)C#N)C(F)(F)F 5-(2-azaspiro[3.3]-heptan-6-ylmethyl)-3-(trifluoromethyl)-picolinonitrile